ClC=1C=C(CC2C(OC3=C2C=CC=C3)=O)C=CC1 3-(3-chlorobenzyl)benzofuran-2(3H)-one